ClC=1C=NC=C(C1C(C)OC=1C=C2C(=NNC2=CC1)C1=NC2=C(N1)CN(C2)CCO)Cl 2-(2-(5-(1-(3,5-dichloropyridin-4-yl)ethoxy)-1H-indazol-3-yl)-4,6-dihydroPyrrolo[3,4-d]Imidazol-5(1H)-yl)ethan-1-ol